para-menthane C1(CCC(CC1)C(C)C)C